3-chlorothieno[2,3-c]pyridine-2-carboxylic acid ethyl ester C(C)OC(=O)C1=C(C=2C(=CN=CC2)S1)Cl